NC1=NC=2C=C(C(=CC2C2=C1COC2)C(=O)N2C[C@@](CC2)(C2=CC=C(C=C2)C(F)(F)F)O)F (4-amino-7-fluoro-1,3-dihydrofuro[3,4-c]quinolin-8-yl)((3R)-3-hydroxy-3-(4-(trifluoromethyl)phenyl)-1-pyrrolidinyl)methanone